N1(C=NC=C1)C1=CC(=NC=C1)C(=O)O 4-(1H-imidazol-1-yl)picolinic acid